BrC1=CC2=C(OC3=C2C=C(C=C3)Cl)C=C1 2-bromo-8-chlorodibenzo[b,d]furan